6-((2,6-dimethylpyrimidin-4-yl)amino)-N-ethoxy-4-((4-methyl-2-(N-methylsulfonylamino)phenyl)amino)nicotinamide CC1=NC(=CC(=N1)NC1=NC=C(C(=O)NOCC)C(=C1)NC1=C(C=C(C=C1)C)NS(=O)(=O)C)C